C(C)[Si]1(O[Si](O[Si](O[Si](O1)(CC)CC)(CC)CC)(CC)CC)CC Octaethylcyclotetrasiloxan